1-(3-methoxy-2,6-dimethyl-phenyl)-5,6-dimethyl-1H-pyrrolo[2,3-b]pyridine-3-carbonitrile COC=1C(=C(C(=CC1)C)N1C=C(C=2C1=NC(=C(C2)C)C)C#N)C